C(C=C)(=O)OCC[N+](C)(C)CC acryloyloxyethyl-N-ethyl-N,N-dimethylammonium